C1NCC12CCN(CC2)C2=C(C#N)C=C(C=C2)OC=2C=NC=C(C2)C2=CC(=C(C=C2)F)F 2-{2,7-diazaspiro[3.5]nonan-7-yl}-5-{[5-(3,4-difluorophenyl)pyridin-3-yl]oxy}benzonitrile